C1(=CC=CC=C1)N1C(C(C2=CC=CC=C12)(C)C)=C 1-phenyl-3,3-dimethyl-2-methyleneindoline